4-{[(1r,2s,5s)-5-fluoro-4-oxo-3-azabicyclo[3.1.0]hex-2-yl]methoxy}-6-methoxyquinoline-7-carboxamide F[C@@]12C(N[C@@H]([C@H]2C1)COC1=CC=NC2=CC(=C(C=C12)OC)C(=O)N)=O